(1,4-dioxaspiro[4.5]dec-7-en-8-yl)-5-methyl-1-[4-(trifluoromethoxy)phenyl]pyrazole O1CCOC12CC=C(CC2)C2=NN(C(=C2)C)C2=CC=C(C=C2)OC(F)(F)F